C(C)OC(CN(C=1C=2N(N=C(C1)N1CCN(CC1)C(=O)OC(C)(C)C)C(=CN2)C(F)(F)F)CC2=CC=C(C=C2)OC)=O tert-butyl 4-(8-((2-ethoxy-2-oxoethyl)(4-methoxybenzyl)amino)-3-(trifluoromethyl)imidazo[1,2-b]pyridazin-6-yl)piperazine-1-carboxylate